tert-butyl 8-[3-chloro-4-(4,4,5,5-tetramethyl-1,3,2-dioxaborolan-2-yl)phenyl]-2-azaspiro[4.5]dec-7-ene-2-carboxylate ClC=1C=C(C=CC1B1OC(C(O1)(C)C)(C)C)C1=CCC2(CCN(C2)C(=O)OC(C)(C)C)CC1